(R)-3-Dimethylaminomethyl-pyrrolidine-1-carboxylic acid [7-methoxy-4-(1-methyl-1H-pyrazol-4-yl)-1H-benzoimidazol-2-yl]-amide COC1=CC=C(C2=C1NC(=N2)NC(=O)N2C[C@H](CC2)CN(C)C)C=2C=NN(C2)C